adamantan-1-yl methanesulfonate CS(=O)(=O)OC12CC3CC(CC(C1)C3)C2